(1R,3S,4R)-N-((R)-1-cyano-2-((S)-2-oxopiperidin-3-yl)ethyl)-2-(2,7-dichloro-9-hydroxy-9H-fluorene-9-carbonyl)-5,5-difluoro-2-azabicyclo[2.2.2]octane-3-carboxamide C(#N)[C@@H](C[C@H]1C(NCCC1)=O)NC(=O)[C@H]1N([C@H]2CC([C@@H]1CC2)(F)F)C(=O)C2(C1=CC(=CC=C1C=1C=CC(=CC21)Cl)Cl)O